N(=[N+]=[N-])C=C=O azidoketene